O=C1C(=CC(=NN1)CC=1C=C(C#N)C=CC1)C(F)(F)F 3-[(6-Oxo-5-(trifluoromethyl)-1,6-dihydropyridazin-3-yl)methyl]benzonitrile